dihydro-2H-pyridine-3-boronic acid N1CC(CC=C1)B(O)O